(S)-4-(2-amino-3-(4-(4-(2-ethoxyethyl)-2-oxopiperazin-1-yl)phenyl)propanamido)-1H-indole N[C@H](C(=O)NC1=C2C=CNC2=CC=C1)CC1=CC=C(C=C1)N1C(CN(CC1)CCOCC)=O